cyclopentyl-(o-tolyl)methanone C1(CCCC1)C(=O)C1=C(C=CC=C1)C